methyl 7-(methylsulfonyl)-1H-indole-6-carboxylate CS(=O)(=O)C=1C(=CC=C2C=CNC12)C(=O)OC